1-(6-aminohexyl)-2,3-diisopropylguanidine NCCCCCCNC(=NC(C)C)NC(C)C